NC1=NC(N(C=C1)[C@@H]1O[C@@]([C@H]([C@@H]1F)O)(CO)C#C)=O 4-amino-1-((2R,3S,4R,5R)-5-ethynyl-3-fluoro-4-hydroxy-5-(hydroxymethyl)tetrahydrofuran-2-yl)pyrimidin-2(1H)-one